FC=1C=C2C=C(C(=NC2=CC1)C1=CC=C(COC2=NN(C=C2C=2C=CC(N(C2)C)=O)C)C=C1)C 5-(3-{[4-(6-fluoro-3-methylquinolin-2-yl)benzyl]oxy}-1-methyl-1H-pyrazol-4-yl)-1-methylpyridin-2(1H)-one